CC1=NC(=C(C(=N1)C)Cl)Br 2,4-Dimethyl-5-chloro-6-bromopyrimidine